trihydroxypropane trioleate C(CCCCCCC\C=C/CCCCCCCC)(=O)O.C(CCCCCCC\C=C/CCCCCCCC)(=O)O.C(CCCCCCC\C=C/CCCCCCCC)(=O)O.OC(CC)(O)O